C(CCCCCCCCCCCCCCCCC)(=O)OCC(O)COC(CCCCCCCCCCCCCCCCC)=O 1,3-distearoyl-glycerol